C1C(CC12CCOCC2)N[C@@H]2[C@@H](CCCC2)OC=2C=C1CN(C(C1=CC2)=O)C2C(NC(CC2)=O)=O 3-(5-(((1R,2S)-2-((7-oxaspiro[3.5]nonan-2-yl)amino)cyclohexyl)oxy)-1-oxoisoindolin-2-yl)piperidine-2,6-dione